O=C1NC(CCC1N1C(C2=CC=C(C=C2C1)CNC(=O)C=1COC2=CC(=C(C=C2C1)C)C)=O)=O N-((2-(2,6-dioxopiperidin-3-yl)-1-oxoisoindolin-5-yl)methyl)-6,7-dimethyl-2H-chromene-3-carboxamide